COC(CSC1=NC2=CC(=CC=C2C=C1)/C=C/C1=CC=C(C=C1)O)OC (E)-4-(2-(2-((2,2-dimethoxyethyl)thio)quinolin-7-yl)vinyl)phenol